C(CCCCCCCC)OCCCCCCCCCCCCCCCCCCCC n-eicosyl nonyl ether